(3S)-3-(3-((1-(1-(2,5-bis(trifluoromethyl)phenyl)ethyl)pyrrolidine-3-carbonyl)oxy)phenyl)-3-cyclopropylpropanoic acid FC(C1=C(C=C(C=C1)C(F)(F)F)C(C)N1CC(CC1)C(=O)OC=1C=C(C=CC1)[C@@H](CC(=O)O)C1CC1)(F)F